N[C@H](C(=O)N[C@H]1CN(C[C@H](C1)C(F)(F)F)C1=C2C=CC=NC2=C(C=C1)C#N)C1CC1 |&1:1| rac-(S)-2-amino-N-[(3R,5S)-1-(8-cyano-quinolin-5-yl)-5-trifluoromethyl-piperidin-3-yl]-2-cyclopropyl-acetamide